[O-]CCCC.C(C)[Al+]Cl ethyl-(chloro)aluminium butoxide